BrC1=C2C[C@](N(C2=CC(=C1Cl)F)C(=O)OC(C)(C)C)(C1=CC=CC=C1)[C@H](CC=C)NC(=O)OC(C)(C)C t-butyl (S)-4-bromo-2-((S)-1-((tert-butoxycarbonyl) amino) but-3-en-1-yl)-5-chloro-6-fluoro-2-phenylindoline-1-carboxylate